C1(CCCC1)NC1=NC(=NC=C1N)C=1C=NC=NC1 N4-cyclopentyl-2-pyrimidin-5-yl-pyrimidine-4,5-diamine